CC(=CC(=O)O)CCC=C(C)C 3,7-dimethyl-2,6-octadienoic acid